5-(4-Methoxyphenyl)-1-methyl-N-[3-methyl-4-(methylcarbamoyl)phenyl]imidazol-2-carboxamid COC1=CC=C(C=C1)C1=CN=C(N1C)C(=O)NC1=CC(=C(C=C1)C(NC)=O)C